C(C)(C)(C)OC(=O)N1[C@@H](CCC1)C1=C2CCN(CC2=CC(=C1)C=1C=C2C(=NC1)NC=C2C)C(=O)OCC2=CC=CC=C2 (S)-benzyl 5-(1-(tert-butoxycarbonyl)pyrrolidin-2-yl)-7-(3-methyl-1H-pyrrolo[2,3-b]pyridin-5-yl)-3,4-dihydroisoquinoline-2(1H)-carboxylate